1-(6-((4-(3-phenylisooxazolidin-2-yl)-5-(trifluoromethyl)pyrimidin-2-yl)amino)-3,4-dihydroisoquinolin-2(1H)-yl)ethan-1-one C1(=CC=CC=C1)C1N(OCC1)C1=NC(=NC=C1C(F)(F)F)NC=1C=C2CCN(CC2=CC1)C(C)=O